ON=C1C(N(CCC1)C(=O)OC(C)(C)C)CO[C@@H]1CC[C@@H](CC1)C1=CC=CC=C1 tert-butyl 3-(hydroxyimino)-2-({[(CIS)-4-phenylcyclohexyl]oxy}methyl)piperidine-1-carboxylate